(S)-1-(2-(trifluoromethyl)phenyl)ethan-1-amine FC(C1=C(C=CC=C1)[C@H](C)N)(F)F